N12CC=C(C(CCC1)C2)C2=CC=C(CN1C=CC3=CC(=CC=C13)N1N=C(C=C1C)C(=O)N)C=C2 1-(1-(4-(1-azabicyclo[3.3.1]non-3-en-4-yl)benzyl)-1H-indol-5-yl)-5-methyl-1H-pyrazole-3-carboxamide